4-[[(2R,3S,4R,5S)-3-(3,4-Difluoro-2-methoxy-phenyl)-4,5-dimethyl-5-(trifluoromethyl)tetrahydrofuran-2-carbonyl]amino]-5-methyl-pyridin-2-carboxamid FC=1C(=C(C=CC1F)[C@H]1[C@@H](O[C@@]([C@@H]1C)(C(F)(F)F)C)C(=O)NC1=CC(=NC=C1C)C(=O)N)OC